5-((R)-1-(tert-butoxycarbonyl)-4,4-difluoropyrrolidin-2-yl)pentanoic acid C(C)(C)(C)OC(=O)N1[C@@H](CC(C1)(F)F)CCCCC(=O)O